C(N)(=O)C=1C(=NC(=C(N1)CC)N(C)C)NC=1C=C(CCNC(OC(C)(C)C)=O)C=CC1 tert-butyl (3-((3-carbamoyl-6-(dimethylamino)-5-ethylpyrazin-2-yl)amino)phenethyl)carbamate